CC(CC)(C)C1=C(C=CC(=C1)C(CC)(C)C)OP(OC1=C(C=C(C=C1)C(CC)(C)C)C(CC)(C)C)OC1=C(C=C(C=C1)C(CC)(C)C)C(CC)(C)C.OC1=C(C=C(C=C1)C(C(F)(F)F)(C(F)(F)F)C1=CC(=C(C=C1)O)N)N 2,2-bis(4-hydroxy-3-aminophenyl)hexafluoropropane tris[2,4-bis(1,1-dimethylpropyl)phenyl]phosphite